2,7-Di-tert-butylfluorene C(C)(C)(C)C1=CC=2CC3=CC(=CC=C3C2C=C1)C(C)(C)C